C1(=CC=CC=C1)C#CC1=CC=C(C=C1)C#CNC1=CC=CC=C1 ((4-(phenylethynyl)phenyl)ethynyl)aniline